(E)-indene-2-carboxylic acid methyl ester COC(=O)C=1CC2=CC=CC=C2C1